NC=1C=CC(=C(OC2=NC(=NC=C2C2=CC(=C(C=C2)Cl)F)NC=2C=NN(C2)C)C1)F 4-(5-amino-2-fluorophenoxy)-5-(4-chloro-3-fluorophenyl)-N-(1-methyl-1H-pyrazol-4-yl)pyrimidin-2-amine